FC(C=1C=C2C(=NC1)C(CN2)(C)C)(C21CC(C2)(C1)C(F)(F)F)F 6-(difluoro(3-(trifluoromethyl)bicyclo[1.1.1]pentan-1-yl)methyl)-3,3-dimethyl-2,3-dihydro-1H-pyrrolo[3,2-b]pyridine